bis(3,5-di-tert-butyl-4-hydroxyphenyl)-N,N'-hexamethylenedipropionamide C(C)(C)(C)C=1C=C(C=C(C1O)C(C)(C)C)C(C(=O)NCCCCCCNC(C(C)C1=CC(=C(C(=C1)C(C)(C)C)O)C(C)(C)C)=O)C